1-((2S,5R)-2-methyl-5-((5-(2-((prop-2-yn-1-yloxy)methyl)cyclopropyl)-7H-pyrrolo[2,3-d]pyrimidin-4-yl)amino)piperidin-1-yl)prop-2-en-1-one C[C@@H]1N(C[C@@H](CC1)NC=1C2=C(N=CN1)NC=C2C2C(C2)COCC#C)C(C=C)=O